4-(3-Fluorophenyl)-1-(((1R,3R)-3-hydroxycyclobutyl)amino)-6-(trifluoromethyl)-3H-pyrido[1,2-c]Pyrimidine-3-one FC=1C=C(C=CC1)C1=C2N(C(=NC1=O)NC1CC(C1)O)C=CC(=C2)C(F)(F)F